C(C)(C)(C)OC(=O)N1CC(CC1)C1=NC=C(C=C1)Cl 3-(5-Chloropyridin-2-yl)pyrrolidine-1-carboxylic acid tert-butyl ester